CC1=CC=C(C=C1)C1=CC=C(C=C1)[C@@H]1CC[C@H](CC1)C=CC trans-4-methyl-4'-(4-propenylcyclohexyl)-1,1'-biphenyl